[Si](C)(C)(C(C)(C)C)OC1CC[N+](=C1)[O-] 4-((tert-butyldimethylsilyl)oxy)-3,4-dihydro-2H-pyrrole 1-oxide